tert-butyl (S)-(3-chloro-2-hydroxypropyl)carbamate ClC[C@H](CNC(OC(C)(C)C)=O)O